6-[[5-chloro-3-(2,2,2-trifluoroethoxy)-2-pyridyl]oxy]-5-isopropyl-N-(3-methyl-1,1-dioxo-thietan-3-yl)imidazo[1,2-a]pyridine-2-carboxamide ClC=1C=C(C(=NC1)OC=1C=CC=2N(C1C(C)C)C=C(N2)C(=O)NC2(CS(C2)(=O)=O)C)OCC(F)(F)F